propylpropylene carbonate C1(OC(C(C)O1)CCC)=O